3-[(R)-1-{2-[1-(2-methoxy-4-pyrimidinyl)-4-piperidyl]-3-methyl-6-methyl-4-oxo-8-quinazolinyl}ethylamino]-6-chloro-2-pyridinecarboxylic acid COC1=NC=CC(=N1)N1CCC(CC1)C1=NC2=C(C=C(C=C2C(N1C)=O)C)[C@@H](C)NC=1C(=NC(=CC1)Cl)C(=O)O